N=C(C=CNS(=O)(=O)C1=CC=C(C=C1)C)NC Imino-3-(methylamino)-1-(p-tolylsulfonylamino)1-propene